C1(CC1)C1=NC2=C(N1CC=1C=NN(C1)CC(F)(F)F)C=CC(=C2)C(=O)NCC2=CC=C(C=C2)S(=O)(=O)CC 2-cyclopropyl-N-(4-(ethylsulfonyl)benzyl)-1-((1-(2,2,2-trifluoroethyl)-1H-pyrazol-4-yl)methyl)-1H-benzo[d]imidazole-5-carboxamide